CN1N=C(C(=N1)CC=1C=C2C(=CC=NC2=CC1)C(=O)O)C 6-((2,5-Dimethyl-2H-1,2,3-triazol-4-yl)methyl)quinoline-4-carboxylic acid